ClC(C(C(C(C(C(C(=O)OOC(C(C(C(C(C(C(C(F)(F)F)(Cl)Cl)(Cl)Cl)(F)F)(F)F)(F)F)(F)F)=O)(F)F)(F)F)(F)F)(F)F)(Cl)Cl)(C(F)(F)F)Cl di(tetrachloroundecafluorooctanoyl)peroxide